(S)-4-((2-methoxyethyl)(4-(5,6,7,8-tetrahydro-1,8-naphthyridin-2-yl)butyl)amino)-2-((6-methylpyrazin-2-yl)amino)butanoic acid COCCN(CC[C@@H](C(=O)O)NC1=NC(=CN=C1)C)CCCCC1=NC=2NCCCC2C=C1